2-(4-Fluorophenyl)-3-(1H-pyrazolo[3,4-b]pyridin-4-yl)-4,5,6,7-tetrahydro-4,7-methanopyrazolo[1,5-a]pyridine FC1=CC=C(C=C1)C1=NN2C(C3CCC2C3)=C1C1=C3C(=NC=C1)NN=C3